tert-butyl 4-(2-(4-((3R,5R)-5-((6-bromo-5-oxo-5H-thiazolo[3,2-a]pyrimidin-7-yl)amino)-1-methylpiperidin-3-yl)phenoxy)ethyl)piperidine-1-carboxylate BrC1=C(N=C2N(C1=O)C=CS2)N[C@@H]2C[C@@H](CN(C2)C)C2=CC=C(OCCC1CCN(CC1)C(=O)OC(C)(C)C)C=C2